ClC1=C(C=CC(=C1)Cl)S(=O)(=O)N1C[C@H](N(CC1)C1=CC=C(C(=C1C(=O)NCCNC)F)C=1C(=NC=CC1)OCC)CC 6-[(2R)-4-(2,4-dichlorobenzenesulfonyl)-2-ethylpiperazin-1-yl]-3-(2-ethoxypyridin-3-yl)-2-fluoro-N-[2-(methylamino)ethyl]benzamide